ClC=1C=C(C=CC1F)NC1=NC(=NC2=CC=C(C=C12)NC(C1=CC(=C(C(=C1)OC)OC)OC)=O)C1=CC=CC2=CC=CC=C12 N-(4-((3-chloro-4-fluorophenyl)amino)-2-(naphthalen-1-yl)quinazolin-6-yl)-3,4,5-trimethoxybenzamide